1,1,1,3,3,3-hexafluoro-2-iodo-propane FC(C(C(F)(F)F)I)(F)F